5-(3-phenylbicyclo[1.1.1]pentan-1-yl)-1,3,4-thiadiazol-2-amine C1(=CC=CC=C1)C12CC(C1)(C2)C2=NN=C(S2)N